CC1(OB(OC1(C)C)C=1CCNCC1)C 4-(4,4,5,5-Tetramethyl-1,3,2-dioxaborolan-2-yl)-3,6-dihydro-2H-pyridine